4-[(3,4-dichlorophenyl)amino]-6-[(1H-indol-6-yl)amino]pyridine-2-carbonitrile ClC=1C=C(C=CC1Cl)NC1=CC(=NC(=C1)NC1=CC=C2C=CNC2=C1)C#N